8,8-difluoro-2-(3-fluoro-5-methylphenoxy)-5-iodobicyclo[4.2.0]octa-1,3,5-trien-7-one FC1(C(C2=C(C=CC(=C12)OC1=CC(=CC(=C1)C)F)I)=O)F